C(C1=CC=CC=C1)[C@@H]1N=C(OC1)C1=NC(=CC=C1)C=1OC[C@@H](N1)CC1=CC=CC=C1 (4S)-4-benzyl-2-[6-[(4S)-4-benzyl-4,5-dihydrooxazol-2-yl]-2-pyridyl]-4,5-dihydrooxazole